CC(CCC(C(=O)O)C)CCC=C(C)C.C(CC)(=O)OCCC(C)CCC=C(C)C Citronellyl Propionate (3,7-dimethyloct-6-en-1-yl propanoate)